FC1=C(C(=CC=C1)F)C1=NC=CC2=C1N=C(N=C2)NC=2C=NC(=CC2)N2CCNCC2 8-(2,6-difluorophenyl)-N-(6-(piperazin-1-yl)pyridin-3-yl)pyrido[3,4-d]pyrimidin-2-amine